2-benzamido-2-(2-methoxyphenyl)-3-(4-chlorophenyl)-glutaric acid C(C1=CC=CC=C1)(=O)NC(C(=O)O)(C(CC(=O)O)C1=CC=C(C=C1)Cl)C1=C(C=CC=C1)OC